(2S,4S)-4-fluoro-4-(fluoromethyl)-5-oxopyrrolidin F[C@]1(CCNC1=O)CF